octyl-sulphonate zirconium [Zr+4].C(CCCCCCC)S(=O)(=O)[O-].C(CCCCCCC)S(=O)(=O)[O-].C(CCCCCCC)S(=O)(=O)[O-].C(CCCCCCC)S(=O)(=O)[O-]